(1S,3S,5S)-N-((R)-1-(5-carbamimidoylthiophen-2-yl)ethyl)-5-methyl-2-((3-methyl-4-phenoxybenzoyl)glycyl)-2-azabicyclo[3.1.0]hexane-3-carboxamide C(N)(=N)C1=CC=C(S1)[C@@H](C)NC(=O)[C@H]1N([C@H]2C[C@]2(C1)C)C(CNC(C1=CC(=C(C=C1)OC1=CC=CC=C1)C)=O)=O